The molecule is an N-acylphosphatidylethanolamine(1-) in which the N-acyl group is specified as hexadecanoyl while the phosphatidyl acyl groups at position 1 and 2 are specified as hexadecanoyl and (9Z,12Z-octadecadienoyl) respectively; major species at pH 7.3. It is a conjugate base of a N,1-dipalmitoyl-2-linoleoyl-sn-glycero-3-phosphoethanolamine. CCCCCCCCCCCCCCCC(=O)NCCOP(=O)([O-])OC[C@@H](COC(=O)CCCCCCCCCCCCCCC)OC(=O)CCCCCCC/C=C\\C/C=C\\CCCCC